ClC1=CC(=CN=N1)N1N=C2C=C(C=CC2=C1)[N+](=O)[O-] 2-(6-chloropyridazin-4-yl)-6-nitroindazole